p-bromobenzoyl-oxysulfide BrC1=CC=C(C(=O)OSOC(C2=CC=C(C=C2)Br)=O)C=C1